5-(2-fluoro-6-methoxyphenyl)-3-(2-methyl-1,2,3,4-tetrahydroisoquinolin-6-yl)-1H-pyrazolo[4,3-c]pyridazin-6(5H)-one FC1=C(C(=CC=C1)OC)N1N=C2C(=CC1=O)NN=C2C=2C=C1CCN(CC1=CC2)C